dibromopentene BrC(=CCCC)Br